NC=1N=NC(=CC1N1N=CC(=C1)N1CC2(CN(C2)C2CCC(CC2)C2=CC=CC=3N(CCOC32)[C@H]3C(NC(CC3)=O)=O)C1)C1=C(C=CC=C1)O (3R)-3-[8-[4-[6-[1-[3-amino-6-(2-hydroxyphenyl)pyridazin-4-yl]pyrazol-4-yl]-2,6-diazaspiro[3.3]heptan-2-yl]cyclohexyl]-2,3-dihydro-1,4-benzoxazin-4-yl]piperidine-2,6-dione